(E)-(6-chloro-5-fluoro-1-((hydroxyimino)methyl)-1,2,3,4-tetrahydronaphthalen-1-yl)methyl benzoate C(C1=CC=CC=C1)(=O)OCC1(CCCC2=C(C(=CC=C12)Cl)F)/C=N/O